ClC=1C=C2C(=NC=NC2=C(C1)I)N[C@@H](C)C1=NC=NN1C=1C=CC(N(N1)C)=O 6-[5-[(1S)-1-[(6-chloro-8-iodo-quinazolin-4-yl)-amino]ethyl]-1,2,4-triazol-1-yl]-2-methyl-pyridazin-3-one